monoethylene glycol diacetate C(C)(=O)OCCOC(C)=O